OC1=CC=C(C=C1)C(=C(CC)C1=CC=C(C=C1)O)C1=CC=C(C=C1)N1CCC(CC1)CN1CCC(CC1)C=1C=C2C(N(C(C2=CC1)=O)C1C(NC(CC1)=O)=O)=O 5-(1-((1-(4-(1,2-bis(4-hydroxyphenyl)but-1-en-1-yl)phenyl)piperidin-4-yl)methyl)piperidine-4-yl)-2-(2,6-dioxopiperidin-3-yl)isoindoline-1,3-dione